(2S,4R)-6-chloro-N-{3-[1-(4-chloro-3-fluorophenyl)-1H-pyrazol-4-yl]bicyclo[1.1.1]pent-1-yl}-4-hydroxy-3,4-dihydro-2H-1-benzopyran-2-carboxamide ClC=1C=CC2=C([C@@H](C[C@H](O2)C(=O)NC23CC(C2)(C3)C=3C=NN(C3)C3=CC(=C(C=C3)Cl)F)O)C1